FC=1C=C2CN(CC2=CC1)C(=O)NCC(C1=CSC=C1)NC 5-fluoro-N-(2-(methylamino)-2-(thiophen-3-yl)ethyl)isoindoline-2-carboxylic acid amide